O=C1N(CCC(N1)=O)C=1C=C(C(=O)N2CCC(CC2)OC2CCN(CC2)CC(=O)O)C=CC1OC 2-[4-[[1-[3-(2,4-Dioxohexahydropyrimidin-1-yl)-4-methoxy-benzoyl]-4-piperidyl]oxy]-1-piperidyl]acetic acid